6-(2,6-dioxopiperidin-3-yl)-1,3-dioxoisoindoline-4-carboxamide O=C1NC(CCC1C=1C=C(C=2C(NC(C2C1)=O)=O)C(=O)N)=O